C1(CC1)[C@@H]1CN=C(OC1)NC1=CC(=C(OC2=C3C(=NC=C2)NC=C3C=3C=CC(=C(C#N)C3)OC(C)C)C(=C1)F)F |r| (+/-)-5-[4-(4-{[5-cyclopropyl-5,6-dihydro-4H-1,3-oxazin-2-yl]amino}-2,6-difluorophenoxy)-1H-pyrrolo[2,3-b]pyridin-3-yl]-2-[(propan-2-yl)oxy]benzonitrile